azo-boron N(=N[B])[B]